BrC=1C(=NN2C1CN(CC2)C(=O)OC(C)(C)C)NC2=CC(=C(C=C2)OC)F Tert-butyl 3-bromo-2-(3-fluoro-4-methoxyanilino)-6,7-dihydropyrazolo[1,5-a]pyrazine-5(4H)-carboxylate